3-(4-methoxyphenyl)-1-phenylpropan-2-yn-1-one COC1=CC=C(C=C1)C#CC(=O)C1=CC=CC=C1